Hexadecyltrichlorosilan C(CCCCCCCCCCCCCCC)[Si](Cl)(Cl)Cl